2-Fluoro-5-(((R)-4-(methyl-d3)morpholin-2-yl)methoxy)-3-(5-methylthiazol-2-yl)-N-((R)-1-(2-(trifluoromethyl)pyrimidin-5-yl)ethyl)benzamide FC1=C(C(=O)N[C@H](C)C=2C=NC(=NC2)C(F)(F)F)C=C(C=C1C=1SC(=CN1)C)OC[C@H]1CN(CCO1)C([2H])([2H])[2H]